NC1=NC2=CC(=CC(=C2C=C1CCCCC)C#CCCCNC(OC(C)(C)C)=O)Br tert-butyl N-[5-(2-amino-7-bromo-3-pentyl-5-quinolyl)pent-4-ynyl]carbamate